(S)-3-cyclopropyl-N-(5-methyl-3-trifluoromethylphenyl)-5-((piperidin-3-yl)oxy)pyrazolo[1,5-a]pyrimidin-7-amine C1(CC1)C=1C=NN2C1N=C(C=C2NC2=CC(=CC(=C2)C)C(F)(F)F)O[C@@H]2CNCCC2